2-chloro-N-(2-sulfamoylpyridin-4-yl)-6-(trifluoromethyl)nicotinamide ClC1=C(C(=O)NC2=CC(=NC=C2)S(N)(=O)=O)C=CC(=N1)C(F)(F)F